FC(C=1C=CC(=NC1)C1=NCCC2=C1C=CS2)(F)F 4-(5-(trifluoromethyl)pyridin-2-yl)-6,7-dihydrothieno[3,2-c]pyridine